5-((3-cyclopropylpyridin-2-yl)methyl)-7-((1r,4r)-4-(2-fluoro-6-methylphenyl)cyclohexyl)-3-methylpyrido[2,3-b]pyrazin-6(5H)-one C1(CC1)C=1C(=NC=CC1)CN1C(C(=CC=2C1=NC(=CN2)C)C2CCC(CC2)C2=C(C=CC=C2C)F)=O